2-phenyl-4H-pyrrolo[2,3-d]thiazole-5-carboxamide C1(=CC=CC=C1)C=1SC2=C(N1)NC(=C2)C(=O)N